1-(4-((1-cyclobutylpiperidin-4-yl)oxy)phenyl)-3-(2-morpholinoethyl)urea C1(CCC1)N1CCC(CC1)OC1=CC=C(C=C1)NC(=O)NCCN1CCOCC1